(4R)-N-[5-(3,5-dichlorophenyl)-1-(dimethylamino)-2-naphthyl]chroman-4-carboxamide ClC=1C=C(C=C(C1)Cl)C1=C2C=CC(=C(C2=CC=C1)N(C)C)NC(=O)[C@@H]1CCOC2=CC=CC=C12